(2-(benzyloxy)-5-methyl-4-(((2-methyl-[1,1'-biphenyl]-3-yl)methyl)amino)benzyl)-D-serine C(C1=CC=CC=C1)OC1=C(CN[C@H](CO)C(=O)O)C=C(C(=C1)NCC=1C(=C(C=CC1)C1=CC=CC=C1)C)C